S-(4-chloroquinolin-6-yl) ethanethioate C(C)(SC=1C=C2C(=CC=NC2=CC1)Cl)=O